CN1N=C(C=C1)C=1C=C(C=NC1OC1=CC=C(C=C1)C(F)(F)F)C(=O)NCC1NC(OC1)=O 5-(1-Methyl-1H-pyrazol-3-yl)-N-[(2-oxo-1,3-oxazolidin-4-yl)methyl]-6-[4-(trifluoromethyl)phenoxy]pyridine-3-carboxamide